[N-]=C=O.C=CC=CC pentadiene isocyanate